1-[(8aS)-6-Chloro-5-(1H-indazol-4-yl)-8a,9,11,12-tetrahydropyrazino[2',1':3,4][1,4]oxazepino[5,6,7-de]quinazolin-10(8H)-yl]prop-2-en-1-one ClC1=C2C3=C(N=CN=C3C=C1C1=C3C=NNC3=CC=C1)N1[C@H](CO2)CN(CC1)C(C=C)=O